C(C=C)(=O)OCCCCCCOC1=CC=C(C(=O)OC2=CC(=C(C=C2)OC(=O)C2CCC(CC2)CC)C=NNC=2SC3=C(N2)C=CC=C3)C=C1 [3-[(1,3-benzothiazol-2-ylhydrazono)methyl]-4-(4-ethylcyclohexanecarbonyl)oxyphenyl] 4-(6-prop-2-enoyloxyhexoxy)benzoate